2-(7-azabicyclo[2.2.1]heptan-7-yl)-N-(6-(1-methyl-1H-1,2,3-triazol-4-yl)isoquinolin-3-yl)acetamide C12CCC(CC1)N2CC(=O)NC=2N=CC1=CC=C(C=C1C2)C=2N=NN(C2)C